2-(1-methyl-1-ethylpentyl)-5-methylphenol, sodium salt [Na].CC(CCCC)(CC)C1=C(C=C(C=C1)C)O